(3aR,7aS)-3a-(3,4-dimethoxyphenyl)-1-methyl-1,2,3,3a,7,7a-hexahydro-6H-indol-6-one-5,7,7-d3 COC=1C=C(C=CC1OC)[C@@]12CCN([C@H]2C(C(C(=C1)[2H])=O)([2H])[2H])C